BrC1=CC2=C(C=C1)C1=CC=C(C=C1C=1N(C(=NC12)C1=CC=C(C=C1)C(C)(C)C)C1=CC=C(C=C1)C(C)(C)C)Br 5,10-dibromo-1,2-bis(4-(tert-butyl)phenyl)-1H-phenanthro[9,10-d]imidazole